Dimethyl-phosphinic acid CP(O)(=O)C